ClC1=CC=C(C=C1)N1C(=NN=C1CN1N=NN=C1)[C@@H]1CC[C@H](CC1)OC1=NC=CC=C1 trans-2-[4-[4-(4-chlorophenyl)-5-(tetrazol-1-ylmethyl)-1,2,4-triazol-3-yl]cyclohexyl]oxy-pyridine